C(C)(C)(C)OC(=O)N[C@@H](C(C)C)C(=O)O N-Tert-Butoxycarbonyl-Valine